N1=CC=C(C=C1)C=1C2=CC=C(N2)C(=C2C=CC(C(=C3C=CC(=C(C=4C=CC1N4)C4=CC=NC=C4)N3)C3=CC=NC=C3)=N2)C2=CC=NC=C2 5,10,15,20-tetrakis(4-pyridinyl)porphyrin